OCCCN(CCCO)C1=C(C(=O)[O-])C=CC=C1 bis[hydroxypropyl]aminobenzoate